NC=1SC=C(N1)C=1N=NN(C1)[C@@H]1[C@H]([C@@H](SC2=CC(=C(C=C2)C#N)Cl)O[C@@H]([C@@H]1O)CO)OCC 3-Chloro-4-cyanophenyl 3-[4-(2-aminothiazol-4-yl)-1H-1,2,3-triazol-1-yl]-3-deoxy-2-O-ethyl-1-thio-α-D-galactopyranoside